L-cysteine hydrochloride hydrate O.Cl.N[C@@H](CS)C(=O)O